COC1=CC=C(C=C1)C(OCC(O)C1CN(CC1)C(CCCCCCCCCCC(=O)OC)=O)(C1=CC=CC=C1)C1=CC=C(C=C1)OC Methyl 12-(3-(2-(bis(4-methoxyphenyl) (phenyl) methoxy)-1-hydroxyethyl) pyrrolidin-1-yl)-12-oxododecanoate